hepta-carboxyl-porphyrin C(=O)(O)C=1C=2C(=C(C(=C(C3=C(C(=C(N3C(=O)O)C=C3C=CC(C=C4C=CC1N4)=N3)C(=O)O)C(=O)O)C(=O)O)N2)C(=O)O)C(=O)O